COC1=CC=C(C(=O)N2CC3=CC=CC(=C3CC2)C(CC(=O)O)C=2C=C3C=NN(C3=CC2)C)C=C1 3-(2-(4-methoxybenzoyl)-1,2,3,4-tetrahydroisoquinolin-5-yl)-3-(1-methyl-1H-indazol-5-yl)propionic acid